COC=1C=CC2=C(C(=NO2)CC(=O)O)C1 2-(5-methoxybenzo[d]isoxazol-3-yl)acetic acid